FC(OC1=NC=2C(C(NC3(COC3)C2C=C1)=O)(C)CCO)F 2-(difluoromethoxy)-8-(2-hydroxyethyl)-8-methyl-6H-spiro[1,6-naphthyridine-5,3'-oxetan]-7(8H)-one